(R)-N-(2-((2-((2,4-dimethoxybenzyl)amino)-5,6,7,8-tetrahydroquinazolin-4-yl)amino)-2-methylhexyl)acetamide COC1=C(CNC2=NC=3CCCCC3C(=N2)N[C@@](CNC(C)=O)(CCCC)C)C=CC(=C1)OC